C(CCCCCCC\C=C/CCCCCCCC)OC[C@@H](OCCCCCCCC\C=C/CCCCCCCC)COP(=O)([O-])OCC[N+](C)(C)C 1,2-dioleyl-SN-glycero-3-phosphocholine